FC(OC1C(CN(C1)C=1C=2N(N=C(C1)C=1C(=NC(=NC1)OC)OC)C=CN2)(F)F)F 8-[4-(difluoromethoxy)-3,3-difluoro-pyrrolidin-1-yl]-6-(2,4-dimethoxypyrimidin-5-yl)imidazo[1,2-b]pyridazine